2-((3-Bromo-2-chlorophenyl-4,5,6-d3)carbamoyl)-1-(methyl-d3)-1,4,6,7-tetrahydro-5H-imidazo[4,5-c]pyridine-5-carboxylic acid tert-butyl ester C(C)(C)(C)OC(=O)N1CC2=C(CC1)N(C(=N2)C(NC2=C(C(=C(C(=C2[2H])[2H])[2H])Br)Cl)=O)C([2H])([2H])[2H]